3-bromo-1-(2-cyano-4-nitrophenyl)-1H-pyrazole-5-carboxylic acid BrC1=NN(C(=C1)C(=O)O)C1=C(C=C(C=C1)[N+](=O)[O-])C#N